CC=1C=C(OC=2C=C(C(=O)O)C=C(C2)OC2=CC(=C(C(=C2)C)[N+](=O)[O-])C)C=C(C1[N+](=O)[O-])C 3,5-bis(3,5-dimethyl-4-nitrophenoxy)benzoic acid